(Z)-N-(3-fluoro-2-(trifluoromethyl)phenyl)-2-(hydroxyimino)acetamide FC=1C(=C(C=CC1)NC(\C=N/O)=O)C(F)(F)F